1,3-dihydroxyl-2-(hydroxymethyl)propane OCC(CO)CO